(S)-3-amino-2-fluoropropane-1-ol NC[C@@H](CO)F